3-iodo-1-{[2-(trimethylsilyl)ethoxy]methyl}pyrazole IC1=NN(C=C1)COCC[Si](C)(C)C